4-(difluoromethyl)pyridin-2-amine FC(C1=CC(=NC=C1)N)F